ClC1=CC(=C(C=N1)C=1C=NN(C1)C1CN(C1)C(=O)OC(C)(C)C)OC tert-butyl 3-(4-(6-chloro-4-methoxypyridin-3-yl)-1H-pyrazol-1-yl)azetidine-1-carboxylate